C1CNCCC=2NC=3C=CC=CC3C21 2,4,5,6-tetrahydro-1H-azepino[4,5-b]indol